N-(3-(azetidin-1-ylmethyl)-5-(trifluoromethyl)phenyl)-7-chloro-1-methyl-6-(pyrazolo[1,5-a]pyrazin-3-yloxy)-1H-imidazo[4,5-b]pyridin-2-amine N1(CCC1)CC=1C=C(C=C(C1)C(F)(F)F)NC=1N(C=2C(=NC=C(C2Cl)OC=2C=NN3C2C=NC=C3)N1)C